C(C)(=O)OC=1C=C2CCCNC2=CC1 1,2,3,4-tetrahydroquinolin-6-yl acetate